(2S,4R)-4-HYDROXY-N,N-BIS(4-METHOXYBENZYL)HEX-5-ENE-2-SULFONAMIDE O[C@H](C[C@H](C)S(=O)(=O)N(CC1=CC=C(C=C1)OC)CC1=CC=C(C=C1)OC)C=C